CN1CCC(CC1)CNC(CCCCC(=O)OC)CCCCC(=O)OC dimethyl 6-[(1-methyl-4-piperidyl)methylamino]undecanedioate